C(=C)C1=[N+](C=CC=C1)CCCS(=O)(=O)[O-] r-(3-(2-vinylpyridinium-1-yl) propane-1-sulfonate)